1,2-dibromo-4-isopropylbenzene BrC1=C(C=C(C=C1)C(C)C)Br